(R)-1-((4-((1-(3-(difluoromethyl)-2-fluorophenyl)ethyl)amino)-2-methylpyrimidin-5-yl)oxy)-2-methylpropan-2-ol FC(C=1C(=C(C=CC1)[C@@H](C)NC1=NC(=NC=C1OCC(C)(O)C)C)F)F